C(C)C=1C(=CC=C2C=C(C=C(C12)C1=C(C=2N=C(N=C(C2C(=N1)OC)N1CCOC[C@](C1)(O)C)SC)F)OCOC)F (S)-4-(7-(8-ethyl-7-fluoro-3-(methoxymethoxy)naphthalen-1-yl)-8-fluoro-5-methoxy-2-(methylthio)pyrido[4,3-d]pyrimidin-4-yl)-6-methyl-1,4-oxazepane-6-ol